2-((2-methylpyridin-4-yl)amino)-N-(4-phenylpyridin-3-yl)pyrimidine-4-carboxamide CC1=NC=CC(=C1)NC1=NC=CC(=N1)C(=O)NC=1C=NC=CC1C1=CC=CC=C1